O.[N+](=O)([O-])[O-].[Pt+2].[N+](=O)([O-])[O-] platinum nitrate monohydrate